ClC=1C=NC(=NC1)[C@H]([C@H](C)S(=O)(=O)NC1=NN=C(N1C=1C(=NC=NC1OC)OC)[C@@H]1C(C1)(C)C)OC (1R,2S)-1-(5-chloropyrimidin-2-yl)-N-(4-(4,6-dimethoxypyrimidin-5-yl)-5-((S)-2,2-dimethylcyclopropyl)-4H-1,2,4-triazol-3-yl)-1-methoxypropane-2-sulfonamide